COC(=O)C1=C(C2=C(CCC3=CN(N=C23)C[C@@H]2OCCOC2)O1)C1CC1 8-Cyclopropyl-2-{[(2S)-1,4-dioxan-2-yl]methyl}-4,5-dihydro-2H-furo[2,3-g]indazole-7-carboxylic acid methyl ester